COC=1C=CC2=C(N=C(O2)C2=CN=C(C3=CN=C(C=C23)NC2=NC=CC=C2)NC)C1 4-(5-methoxybenzo[d]oxazol-2-yl)-N1-methyl-N6-(pyridin-2-yl)-2,7-naphthyridine-1,6-diamine